NC1=CC=C(C=C1)C1(CC(C2=CC=C(C=C12)N)(C)C)C (4-aminophenyl)-1,3,3-trimethylindan-6-amine